FC1=CC=C2C(=C(C=NC2=C1C1=C(C(=CC(=C1)F)F)F)C(=O)O)C1CCOCC1 7-fluoro-4-(tetrahydro-2H-pyran-4-yl)-8-(2,3,5-trifluorophenyl)quinoline-3-carboxylic acid